The molecule is the stable isotope of oxygen with relative atomic mass 16.999131. The least abundant (0.038 atom percent) isotope of naturally occurring oxygen. [17OH2]